O1CCC2=C1C=CC(=C2)S(=O)(=O)N2CCC(CC2)C2=CC=NC=C2 4-(1-((2,3-dihydrobenzofuran-5-yl)sulfonyl)piperidin-4-yl)pyridine